tellurium-arsenic-germanium-selenium-silicon [Si].[Se].[Ge].[As].[Te]